FC1=C(C=C(C=NO)C=C1)OC 4-fluoro-3-methoxybenzaldehyde oxime